1-((3-((2-(difluoromethoxy)-6-methylpyridin-3-yl)carbamoyl)-3-(2-isopropylphenyl)azetidine-1-carbonyl)oxy)cyclopropane-1-carboxylic acid FC(OC1=NC(=CC=C1NC(=O)C1(CN(C1)C(=O)OC1(CC1)C(=O)O)C1=C(C=CC=C1)C(C)C)C)F